2-(4-hydroxy-4-(pyridin-3-yl)piperidin-1-yl)benzo[d]thiazole-6-carboxylic acid OC1(CCN(CC1)C=1SC2=C(N1)C=CC(=C2)C(=O)O)C=2C=NC=CC2